C(C)(C)(C)[Si](C)(C)OCCC=1SC(=C(N1)C(F)(F)F)C1=NC(=NC=C1F)Cl tert-butyl-[2-[5-(2-chloro-5-fluoro-pyrimidin-4-yl)-4-(trifluoromethyl)thiazol-2-yl]ethoxy]-dimethyl-silane